8-(p-toluenesulfonylmethyl)-5,6,7,8-tetrahydroindolizine-3-carboxylate CC1=CC=C(C=C1)S(=O)(=O)CC1CCCN2C(=CC=C12)C(=O)[O-]